3-methyl-5-(1,1,2,2,2-pentadeuterioethyl)-1-tetrahydropyran-2-yl-pyrazole CC1=NN(C(=C1)C(C([2H])([2H])[2H])([2H])[2H])C1OCCCC1